BrC1=CC=C(C=C1)[C@H]1SCC[C@H](NC1=O)CN1CCOCC1 (2R,5S)-2-(4-bromophenyl)-5-(morpholinomethyl)-1,4-thiazepan-3-one